{4-[(5-Chloro-thiophen-2-ylmethyl)-amino]-2-pyridin-3-yl-phenyl}-carbamic acid ethyl ester C(C)OC(NC1=C(C=C(C=C1)NCC=1SC(=CC1)Cl)C=1C=NC=CC1)=O